C(C)(C)(C)OC(=O)N1CC2=C(CC1)C1=C(S2)C=CC(=C1)Br 6-bromo-3,4-dihydrobenzo[4,5]thieno[2,3-c]pyridine-2(1H)-carboxylic acid tert-butyl ester